(R)-N-((S)-5,7-dihydrospiro[cyclopenta[b]pyridine-6,4'-piperidin]-5-yl)-2-methylpropane-2-sulfinamide N1CCC2(CC1)[C@@H](C=1C(=NC=CC1)C2)N[S@](=O)C(C)(C)C